Monocalcium Dicalcium Phosphate P(=O)([O-])([O-])[O-].[Ca+2].[Ca+2].[Ca+2].P(=O)([O-])([O-])[O-]